(E)-1-(2-methoxy-4,6-bis(methoxymethoxy)phenyl)-3-(4-(methoxymethoxy)phenyl)prop-2-en-1-one COC1=C(C(=CC(=C1)OCOC)OCOC)C(\C=C\C1=CC=C(C=C1)OCOC)=O